3-(4-amino-5-methylpyrrolo[2,1-f][1,2,4]triazin-7-yl)-6-(4-fluoro-1-((R)-3,3,3-trifluoro-2-hydroxy-2-methylpropionyl)pyrrolidin-3-yl)-7,8-dihydro-1,6-naphthyridin-5(6H)-one NC1=NC=NN2C1=C(C=C2C=2C=NC=1CCN(C(C1C2)=O)C2CN(CC2F)C([C@@](C(F)(F)F)(C)O)=O)C